4-(3-((2-((4-methyl-2-(1-methylpiperidin-4-yl)thiazol-5-yl)amino)-5-(trifluoromethyl)pyrimidin-4-yl)amino)propyl)-1,4-oxazepan-3-one CC=1N=C(SC1NC1=NC=C(C(=N1)NCCCN1C(COCCC1)=O)C(F)(F)F)C1CCN(CC1)C